N-((1H-pyrazol-4-yl)methyl)-1-(2,4-dichlorophenyl)methanamine N1N=CC(=C1)CNCC1=C(C=C(C=C1)Cl)Cl